(S)-6-(1-amino-1,3-dihydrospiro[indene-2,4'-piperidin]-1'-yl)-3-(4,4-difluoro-3,4-dihydronaphthalen-1-yl)-1,5-dihydro-4H-pyrazolo[3,4-d]pyrimidin-4-one N[C@@H]1C2=CC=CC=C2CC12CCN(CC2)C=2NC(C1=C(N2)NN=C1C1=CCC(C2=CC=CC=C12)(F)F)=O